C(CCC)OC(COCCO)O butoxydiethyleneglycol